C(C)(C)(C)OC(=O)N1CCN(CC1)CC(NS(=O)(=O)C=1C=NC(=CC1)OC(C)C)C1=CC=C(C=C1)Cl.C(C)N1C(CCC1=O)S(=O)(=O)OC Methyl (1-ethyl-5-oxopyrrolidin-2-yl)sulfonate tert-butyl-4-[2-(4-chlorophenyl)-2-[(6-isopropoxy-3-pyridyl)sulfonylamino]ethyl]piperazine-1-carboxylate